N-[(Z,2R)-3-[[4-(tert-butoxycarbonyl)phenoxy]methyl]-2,4-difluoro-but-3-enyl]carbamic acid tert-butyl ester C(C)(C)(C)OC(NC[C@@H](\C(=C/F)\COC1=CC=C(C=C1)C(=O)OC(C)(C)C)F)=O